C1CC2=C(C[C@H]1N)SC(=N2)N (S)-(-)-2,6-diamino-4,5,6,7-tetrahydrobenzothiazole